FC1=CC=C(C2=C1N=C(O2)[C@H]2N(CCC1=C2N=CN1)C(=O)C=1C=NN2C1C=CC(=C2)N2CCC(CC2)O)F (S)-(4-(4,7-difluorobenzo[d]oxazol-2-yl)-6,7-dihydro-1H-imidazo[4,5-c]pyridin-5(4H)-yl)(6-(4-hydroxypiperidin-1-yl)pyrazolo[1,5-a]pyridin-3-yl)methanone